OCC1=CC=C(C=C1)N1N=NC(=C1)C=1C(NC2=NC=CC=C2C1)=O 3-[1-(4-hydroxymethyl-phenyl)-1H-[1,2,3]triazol-4-yl]-1H-[1,8]naphthyridin-2-one